N1=CC=C(C=C1)CNC(=O)N(C(=O)N)CC1=CC=NC=C1 1,3-bis((pyridin-4-yl)methyl)biuret